Acetic Acid (Acetate) C(C)(=O)O.C(C)(=O)O